2-[1-[(2,4-dimethoxyphenyl)methylamino]-4-methylphthalazin-6-yl]-5-methyl-4-(4,4,5,5-tetramethyl-1,3,2-dioxaborolan-2-yl)benzonitrile COC1=C(C=CC(=C1)OC)CNC1=NN=C(C2=CC(=CC=C12)C1=C(C#N)C=C(C(=C1)B1OC(C(O1)(C)C)(C)C)C)C